(2-(4,4,5,5-tetramethyl-1,3,2-dioxaborolan-2-yl)phenyl)ethan-1-one CC1(OB(OC1(C)C)C1=C(C=CC=C1)C(C)=O)C